C(C)(=O)C1=NC(=CC(C1O)=O)O 2-acetyl-3,6-dihydroxypyridin-4-one